CN(CCOC=1C=C(C=CC1)C(C(=O)O)(F)F)C 2-(3-(2-(dimethylamino)ethoxy)phenyl)-2,2-difluoroacetic acid